(4S)-5,5-difluoro-3-methanesulfonyl-1-(propan-2-yloxy)-4H,5H,6H-cyclopenta[c]thiophen-4-ol FC1([C@H](C=2C(=C(SC2S(=O)(=O)C)OC(C)C)C1)O)F